NC1=NC=CC=C1C1=NC=2C(=NC(=CC2)C2=CC=CC=C2)N1C1=CC=C(CN2CCC(CC2)N(C(OCC2=CC=CC=C2)=O)CCO)C=C1 Benzyl (1-(4-(2-(2-aminopyridin-3-yl)-5-phenyl-3H-imidazo[4,5-b]pyridin-3-yl)benzyl)piperidin-4-yl)(2-hydroxyethyl)carbamate